C(CCC)C1N(S(C2=C(N(C1)C1=CC=CC=C1)C=C(C(=C2)C2=NN(C(=C2)C(=O)O)C)SC)(=O)=O)C 3-(3-butyl-2-methyl-7-(methylthio)-1,1-dioxido-5-phenyl-2,3,4,5-tetrahydrobenzo[f][1,2,5]thiadiazepin-8-yl)-1-methyl-1H-pyrazole-5-carboxylic acid